FC=1C(=C(C=CC1F)[C@H]1[C@@H](O[C@]([C@H]1C)(C(F)(F)F)C)C(=O)NC1=CC(=C(C=C1)F)C(NO)=N)OC (2R,3S,4S,5R)-3-(3,4-difluoro-2-methoxyphenyl)-N-[4-fluoro-3-(N-hydroxycarbamimidoyl)phenyl]-4,5-dimethyl-5-(trifluoromethyl)oxolane-2-carboxamide